CN(C(=O)C1=C(C(=[C-]PC=CC=C1)C(=O)N(C)C)C(=O)N(C)C)C hexamethylphosphoninidetriamide